ethyl 4-(3-cyanophenyl)-2-morpholino-6-(4-pyridylamino)pyrimidine-5-carboxylate C(#N)C=1C=C(C=CC1)C1=NC(=NC(=C1C(=O)OCC)NC1=CC=NC=C1)N1CCOCC1